C(C=C)NC1=C2C(=NC(=C1)NC1=CC=C(C=3CCOC31)C(=O)N3C[C@@H](CC3)N3CCOCC3)NC=C2C(F)(F)F (R)-(7-((4-(allylamino)-3-(trifluoromethyl)-1H-pyrrolo[2,3-b]pyridin-6-yl)amino)-2,3-dihydrobenzofuran-4-yl)(3-morpholinopyrrolidin-1-yl)methanone